5-(2-amino-[1,2,4]triazolo[1,5-a]pyridin-7-yl)-6-chloro-N-(2-fluoro-5-(trifluoromethyl)benzyl)nicotinamide NC1=NN2C(C=C(C=C2)C=2C(=NC=C(C(=O)NCC3=C(C=CC(=C3)C(F)(F)F)F)C2)Cl)=N1